FC=1C=C(C=CC1OC)S(/C=C/CNC(=O)C=1C(NC=2CCC(CC2C1)C(F)(F)F)=O)(=O)=N N-[(2E)-3-[(3-fluoro-4-methoxyphenyl)(imino)oxo-λ6-sulfanyl]prop-2-en-1-yl]-2-oxo-6-(trifluoromethyl)-1,2,5,6,7,8-hexahydroquinoline-3-carboxamide